N1(CCC2=CC=CC=C12)C(=O)ONC1=NC=C(C(=N1)C=1C=NN(C1)C(C)C)C ((4-(1-isopropyl-1H-pyrazol-4-yl)-5-methylpyrimidin-2-yl) amino) indoline-1-carboxylate